7-((((benzyloxy)carbonyl)amino)methyl)-7-(isoxazol-3-yl)-3-azabicyclo[4.1.0]heptan-3-ium chloride [Cl-].C(C1=CC=CC=C1)OC(=O)NCC1(C2CC[NH2+]CC12)C1=NOC=C1